[C@@H]1(C[C@H](CCC1)NC(OC[C@@]1(N2CCC(C1=O)CC2)COC)=O)NC(OC[C@@]2(N1CCC(C2=O)CC1)COC)=O bis(((1S,2S,4S)-2-(methoxymethyl)-3-oxoquinuclidin-2-yl)methyl) ((1R,3S)-cyclohexane-1,3-diyl)dicarbamate